((2-aminopyridin-4-yl)methoxy)-5-(2,8-dimethyl-1,2,3,4-tetrahydroisoquinolin-6-yl)pyrazin-2-amine NC1=NC=CC(=C1)COC=1C(=NC=C(N1)C=1C=C2CCN(CC2=C(C1)C)C)N